methyl (1S,3S)-3-((6-(5-chloro-3-(((4-isopropylpyrimidin-2-yl)oxy)methyl)thiophen-2-yl)-2-methylpyridin-3-yl) oxy)cyclohexane-1-carboxylate ClC1=CC(=C(S1)C1=CC=C(C(=N1)C)O[C@@H]1C[C@H](CCC1)C(=O)OC)COC1=NC=CC(=N1)C(C)C